1-(propen-2-yl)-2,6-naphthyridine C=C(C)C1=NC=CC2=CN=CC=C12